C(C)N(CC(=O)O)C(=O)C1C(N(C(N(C1=O)C1CCCCC1)=O)C1CCCCC1)=O ethyl-N-[(1,3-dicyclohexyl-2,4,6-trioxohexahydropyrimidin-5-yl)carbonyl]glycine